N-methyl-N-[3-(methylamino)phenyl]benzamide CN(C(C1=CC=CC=C1)=O)C1=CC(=CC=C1)NC